3,3'-[1,2-ethanediylbis(oxy)]bis-1-propanamine C(COCCCN)OCCCN